(S)-2-((((9H-fluoren-9-yl)methoxy)carbonyl)amino)-3-(1-(tert-butoxycarbonyl)-7-(pyrimidin-4-yl)-1H-indol-3-yl)propanoic acid C1=CC=CC=2C3=CC=CC=C3C(C12)COC(=O)N[C@H](C(=O)O)CC1=CN(C2=C(C=CC=C12)C1=NC=NC=C1)C(=O)OC(C)(C)C